(S)-1-((2-(((tert-Butoxycarbonyl)amino)(4,4-difluorocyclohexyl)methyl)imidazo[1,2-b]pyridazin-7-yl)methyl)cyclopent-3-ene-1-carboxylic acid C(C)(C)(C)OC(=O)N[C@H](C=1N=C2N(N=CC(=C2)CC2(CC=CC2)C(=O)O)C1)C1CCC(CC1)(F)F